ClC1=CC(=C(COC2=CC=CC(=N2)C2=CC(=C(CC3=NC4=C(N3CC=3OC=CC3)C=C(C=C4)C(=O)O)C=C2)F)C=C1)F 2-(4-(6-(4-chloro-2-fluorobenzyloxy)pyridin-2-yl)-2-fluorobenzyl)-1-(furan-2-ylmethyl)-1H-benzo[d]imidazole-6-carboxylic acid